C1(CC1)C=1C=C(C=2N(C1)C=C(N2)C(=O)OCC)N2C=NN=C2 ethyl 6-cyclopropyl-8-(4H-1,2,4-triazol-4-yl)imidazo[1,2-a]pyridine-2-carboxylate